FC1=C(C=CC=C1S(=O)(=O)C)NC1=NC=C(C(=N1)C1=CNC2=C(C=CC=C12)NC([C@@H](C)N1CCNCC1)=O)C (R)-N-(3-(2-((2-fluoro-3-(methylsulfonyl)phenyl)amino)-5-methylpyrimidin-4-yl)-1H-indol-7-yl)-2-(piperazin-1-yl)propanamide